O=C1N(CC2=C(C=CC=C12)SCCCCCCNC1CCC2(CC1)CCCCC2)C2C(NC(CC2)=O)=O 3-(1-oxo-4-((6-(spiro[5.5]undecan-3-ylamino)hexyl)thio)isoindolin-2-yl)piperidine-2,6-dione